6-((S)-5-((((R)-3-(7-fluoro-1-methyl-2-oxo-1,2-dihydroquinolin-8-yl)-2-hydroxypropyl)amino)methyl)-2-oxoOxazolidin-3-yl)-2H-pyrido[3,2-b][1,4]Oxazin-3(4H)-one FC1=CC=C2C=CC(N(C2=C1C[C@H](CNC[C@H]1CN(C(O1)=O)C=1C=CC=2OCC(NC2N1)=O)O)C)=O